1-(3-(4-(2-(trifluoromethyl)phenyl)piperidin-1-carbonyl)-4,7-dihydro-isoxazolo[5,4-c]pyridin-6(5H)-yl)ethan-1-one FC(C1=C(C=CC=C1)C1CCN(CC1)C(=O)C1=NOC=2CN(CCC21)C(C)=O)(F)F